ClC1=CC(=CC(=N1)N1C(C2=CC(=CC=C2C1)C1(COC1)CC1=NN=CN1C)=O)CNCC1CCCC1 2-(6-Chloro-4-(((cyclopentylmethyl)amino)methyl)pyridin-2-yl)-6-(3-((4-methyl-4H-1,2,4-triazol-3-yl)methyl)oxetan-3-yl)isoindolin-1-one